COCC=1C=CC=2N(C(C(=C(N2)C(F)(F)F)C=2C=NN(C2)CC(C(F)(F)F)(F)F)=O)C1 7-(methoxymethyl)-3-[1-(2,2,3,3,3-pentafluoropropyl)-1H-pyrazol-4-yl]-2-(trifluoromethyl)-4H-pyrido[1,2-a]pyrimidin-4-one